(2S,3S,E)-N-benzyl-5-(4-methoxyphenyl)-3-methyl-2-(p-tolyl)pent-4-enamide C(C1=CC=CC=C1)NC([C@@H]([C@H](\C=C\C1=CC=C(C=C1)OC)C)C1=CC=C(C=C1)C)=O